BrC=1C=C(C=C(C1)C)[N+](=O)[O-] 5-Bromo-1-methyl-3-nitrobenzene